8-chloro-5-phenyl-2-(trifluoromethyl)-[1,2,4]triazolo[1,5-c]pyrimidin-7-amine ClC=1C=2N(C(=NC1N)C1=CC=CC=C1)N=C(N2)C(F)(F)F